C(C)OC(=O)C1=NN2C=3C=CN=C(CCC=CC(C(NC2=C1)=O)C)C3 9-methyl-8-oxo-2,3,7,15-tetraazatricyclo[12.3.1.02,6]Octadeca-1(18),3,5,10,14,16-hexa-ene-4-carboxylic acid ethyl ester